3-[2-(p-tolyl)ethyl]spiro[1,4,7,10,13,16,19,22,26,29,32-undecazabicyclo[32.3.0]heptatriacontane-31,1'-cyclopentane]-2,5,8,11,14,17,20,23,27,30,33-undecone C1(=CC=C(C=C1)CCC1C(N2CCCC2C(NC2(CCCC2)C(NCC(NCCC(NCC(NCC(NCC(NCC(NCC(NCC(N1)=O)=O)=O)=O)=O)=O)=O)=O)=O)=O)=O)C